tert-butyl-((5-(isoquinolin-6-yl) thiazol-2-yl) carbamoyl) azetidine-1-carboxylate N1(CCC1)C(=O)OC(N(C=1SC(=CN1)C=1C=C2C=CN=CC2=CC1)C(C)(C)C)=O